C1=CC=CC=2C3=CC=CC=C3C(C12)COC(=O)N[C@H](C(=O)O)C (2S)-2-(9H-fluoren-9-ylmethoxycarbonylamino)propanoic acid